(S)-N-(3-(2-((2-Fluoro-3-(methylsulfonyl)phenyl)amino)-5-methylpyrimidin-4-yl)-1H-indol-7-yl)-2-(4-methyl-1,4-diazepan-1-yl)butanamid FC1=C(C=CC=C1S(=O)(=O)C)NC1=NC=C(C(=N1)C1=CNC2=C(C=CC=C12)NC([C@H](CC)N1CCN(CCC1)C)=O)C